(1s,2s,3r,5r)-2-fluoro-3-(6-(2-hydroxy-4-(3-methyl-2-oxo-2,3-dihydro-oxazol-5-yl)phenyl)pyridazin-3-yloxy)-9-azabicyclo[3.3.1]nonane-9-carboxylic acid tert-butyl ester C(C)(C)(C)OC(=O)N1[C@@H]2[C@@H]([C@@H](C[C@H]1CCC2)OC=2N=NC(=CC2)C2=C(C=C(C=C2)C2=CN(C(O2)=O)C)O)F